C1(=C(C=CC=C1)C1=C2C=CC(C2=CC=C1)[Si](C1C=C(C2=CC=3CCCC3C=C12)C(C)CCC)(C)C)C1=CC=CC=C1 (4-([1,1'-biphenyl]-2-yl)-1H-inden-1-yl)dimethyl-(3-(pentan-2-yl)-1,5,6,7-tetrahydro-s-indacen-1-yl)silane